C(C1=CC=CC=C1)C1CN(CC1)CCSC=1NC2=CC=CC=C2CN1 2-((2-(3-benzyl-pyrrolidin-1-yl)ethyl)thio)-1,4-dihydroquinazoline